(2-aminoethyl)(methyl)carbamic acid tert-butyl ester C(C)(C)(C)OC(N(C)CCN)=O